C(C)O[Si](OCC)(OCC)CCC[N+](OC)(OC)OC triethoxysilylpropyltrimethoxyammonium